tert-butyl N-[[1-(benzenesulfonyl)-2-iodo-indol-5-yl] methyl]-N-tetrahydropyran-4-yl-carbamate C1(=CC=CC=C1)S(=O)(=O)N1C(=CC2=CC(=CC=C12)CN(C(OC(C)(C)C)=O)C1CCOCC1)I